(E)-N1-(4-(2-oxa-6-azaspiro[3.3]heptan-6-yl)cyclohexyl)-2-bromo-4-((4-chloro-5H-1,2,3-dithiazol-5-ylidene)amino)-N3-(2,2,2-trifluoroethyl)benzene-1,3-diamine C1OCC12CN(C2)C2CCC(CC2)NC2=C(C(=C(C=C2)/N=C/2\C(=NSS2)Cl)NCC(F)(F)F)Br